rel-(S)-3-(5-(((3S,4S)-1-((8-fluoro-2-(4-(2-hydroxypropan-2-yl)cyclohexyl)quinolin-6-yl)methyl)-4-(methoxymethyl)pyrrolidin-3-yl)oxy)-1-oxoisoindolin-2-yl)piperidine-2,6-dione FC=1C=C(C=C2C=CC(=NC12)C1CCC(CC1)C(C)(C)O)CN1C[C@H]([C@@H](C1)COC)OC=1C=C2CN(C(C2=CC1)=O)[C@@H]1C(NC(CC1)=O)=O |o1:41|